CN(S(=O)(=O)C)C1=NC=CN=C1CNC1=NC(=NC=C1C(F)(F)F)NC1=CC=C(C=C1)C(=O)N1CCC(CC1)N1CCNCC1 N-Methyl-N-(3-(((2-((4-(4-(piperazin-1-yl)piperidine-1-carbonyl)phenyl)amino)-5-(trifluoromethyl)pyrimidin-4-yl)amino)methyl)pyrazin-2-yl)methanesulfonamide